2-(4-(4-(2-(5-amino-8-(furan-2-yl)-2-oxothiazolo[5,4-e][1,2,4]triazolo[1,5-c]pyrimidin-3(2H)-yl)-ethyl)piperazin-1-yl)-3-fluorophenoxy)-2-methylpropanoic acid NC1=NC2=C(C=3N1N=C(N3)C=3OC=CC3)SC(N2CCN2CCN(CC2)C2=C(C=C(OC(C(=O)O)(C)C)C=C2)F)=O